(S)-1-ethyl-6-((4-((2-hydroxy-1-phenylethyl)amino)-5-(5-(2-hydroxypropan-2-yl)-1,3,4-oxadiazol-2-yl)pyridin-2-yl)amino)-1,2-dihydro-3H-pyrazolo[3,4-b]pyridin-3-one C(C)N1NC(C=2C1=NC(=CC2)NC2=NC=C(C(=C2)N[C@H](CO)C2=CC=CC=C2)C=2OC(=NN2)C(C)(C)O)=O